N-((3R)-1-(3-(1-(N-(2-fluoro-4-(4-morpholino-7H-pyrrolo[2,3-d]pyrimidin-6-yl)phenyl)sulfamoyl)ethyl)phenyl)pyrrolidin-3-yl)acrylamide FC1=C(C=CC(=C1)C1=CC2=C(N=CN=C2N2CCOCC2)N1)NS(=O)(=O)C(C)C=1C=C(C=CC1)N1C[C@@H](CC1)NC(C=C)=O